bis-(3-amino-4-hydroxyphenyl)methane cis-3-(3-chlorophenoxy)cyclobutyl-6-oxo-7-oxa-2,5-diazaspiro[3.4]octane-2-carboxylate ClC=1C=C(O[C@H]2C[C@H](C2)OC(=O)N2CC3(C2)NC(OC3)=O)C=CC1.NC=1C=C(C=CC1O)CC1=CC(=C(C=C1)O)N